C(C)OC1=CC=C(C=N1)C1=CN=CC(=N1)C(=O)NOCC1=CC=NN1CC 6-(6-ethoxypyridin-3-yl)-N-((1-ethyl-1H-pyrazol-5-yl)methoxy)pyrazine-2-carboxamide